2-({4-[2-(4-chloro-2-fluorophenyl)-2-methyl-1,3-benzodioxol-4-yl]piperidin-1-yl}methyl)-1-[2-(1H-pyrazol-1-yl)ethyl]-1H-benzimidazole-6-carboxylic acid ClC1=CC(=C(C=C1)C1(OC2=C(O1)C=CC=C2C2CCN(CC2)CC2=NC1=C(N2CCN2N=CC=C2)C=C(C=C1)C(=O)O)C)F